CC1(CC(CCC1)C1(OCC(CO1)(C=O)C)C)C 2-(3,3-dimethylcyclohexyl)-2,5-dimethyl-1,3-dioxane-5-carbaldehyde